BrC1=C(SC=C1)CNC=1C=2N=CN([C@H]3[C@H](O)[C@H](O)[C@@H](CO)O3)C2N=CN1 N6-[(3-bromothien-2-yl)methyl]adenosine